FC(=CC=1C=CC(=NC1)N=C(C1=CC=CC=C1)C1=CC=CC=C1)F N-[5-(2,2-difluoroethenyl)pyridin-2-yl]-1,1-diphenylmethanimine